methyl 2,6-dioxo-3-{[2-(trimethylsilyl)ethoxy]methyl}-1H-pyrimidine-4-carboxylate O=C1NC(C=C(N1COCC[Si](C)(C)C)C(=O)OC)=O